C1(CC1)N1N=C(C(=C1NC(CC1(CC1)C(F)(F)F)=O)C)C1CC(C1)(F)F N-(1-cyclopropyl-3-(3,3-difluorocyclobutyl)-4-methyl-1H-pyrazol-5-yl)-2-(1-(tri-fluoromethyl)cyclopropyl)-acetamide